sulfosalicylic acid OC(=O)C=1C(O)=CC=C(S(=O)(=O)O)C1